3-[3-methyl-2-oxo-4-[(3S)-3-(4-piperidyloxy)but-1-ynyl]benzimidazol-1-yl]piperidine-2,6-dione CN1C(N(C2=C1C(=CC=C2)C#C[C@H](C)OC2CCNCC2)C2C(NC(CC2)=O)=O)=O